C1(=CCCCC1)C=1C=C(C(NC1C(F)(F)F)=O)C(=O)NC1C2=CC=C(C=C2OC=2C=C(C=CC12)C)C 5-(cyclohex-1-en-1-yl)-N-(3,6-dimethyl-9H-xanthen-9-yl)-2-oxo-6-(trifluoromethyl)-1,2-dihydropyridine-3-carboxamide